CN1N=CC(=C1)C1=CC=2N(C=C1)C(=CN2)C2=CC=C(C=C2)[N+](=O)[O-] 7-(1-methyl-1H-pyrazol-4-yl)-3-(4-nitrophenyl)imidazo[1,2-a]pyridine